3-bromo-5-fluoro-1-(4-methoxybenzyl)-1H-1,2,4-triazole BrC1=NN(C(=N1)F)CC1=CC=C(C=C1)OC